O.C(=O)(O)C1=CC=C(C=C1)CCN(CCC1=C(C=CC=C1)OCC1=C(C=C(C=C1)C1=CC=C(C=C1)C(F)(F)F)Cl)C=1C(=NC=2CCCCC2C1)C(=O)O (5S)-{([2-(4-carboxyphenyl)ethyl][2-(2-{[3-chloro-4'-(trifluoromethyl)biphenyl-4-yl]methoxy}phenyl)ethyl]-amino)}-5,6,7,8-tetrahydroquinoline-2-carboxylic acid monohydrate